N-(6-(dimethylamino)hexyl)-4-[18F]fluorobenzamide CN(CCCCCCNC(C1=CC=C(C=C1)[18F])=O)C